FC=1C=C2C(=CN3C2=C(C1)CN(CC3)C(=O)N3CC(C(C(C3)(F)F)(F)F)(F)F)C3=CNC=C3C3=CN=C1N3C=CC=C1 3-(9-fluoro-2-(3,3,4,4,5,5-hexafluoropiperidine-1-carbonyl)-1,2,3,4-tetrahydro-[1,4]diazepino[6,7,1-hi]indol-7-yl)-4-(imidazo[1,2-a]pyridin-3-yl)-1H-pyrrole